methyl 5-(2-ethoxy-2-oxoacetyl)-1-methyl-1H-pyrrole-3-carboxylate C(C)OC(C(=O)C1=CC(=CN1C)C(=O)OC)=O